2-(3-cyclopropyl-4-(4-(methylamino)-5-(trifluoromethyl)pyrimidin-2-ylamino)-1H-pyrazol-1-yl)-2-methylpropanenitrile C1(CC1)C1=NN(C=C1NC1=NC=C(C(=N1)NC)C(F)(F)F)C(C#N)(C)C